1-(1-(7-(but-3-en-1-yloxy)pyrazolo[1,5-a]pyridin-5-yl)-5-cyclopropyl-1H-pyrazol-3-yl)-N-ethylethan-1-amine C(CC=C)OC1=CC(=CC=2N1N=CC2)N2N=C(C=C2C2CC2)C(C)NCC